C(C=C)(=O)OC1=C(C=CC=C1)OC(C=C)=O Phenylene diacrylate